N,N-di-isopropyl-acryl-amide C(C)(C)N(C(C=C)=O)C(C)C